5-(2-cyclopropyl-5-(1,4-dimethyl-1H-1,2,3-triazol-5-yl)-1H-benzo[d]imidazol-7-yl)-6-methylquinoline C1(CC1)C1=NC2=C(N1)C(=CC(=C2)C2=C(N=NN2C)C)C2=C1C=CC=NC1=CC=C2C